[(7S,9aS)-7-(4-chlorophenyl)-1,3,4,6,7,8,9,9a-octahydropyrido[1,2-a]pyrazin-2-yl]-(2-bromo-3-methoxyphenyl)methanone ClC1=CC=C(C=C1)[C@@H]1CC[C@@H]2N(CCN(C2)C(=O)C2=C(C(=CC=C2)OC)Br)C1